(2r,3s,4s,5r)-N-(3-(benzylthio)-5-fluorophenyl)-3-(3,4-difluoro-2-methoxyphenyl)-4,5-dimethyl-5-(trifluoromethyl)tetrahydrofuran-2-carboxamide (2E)-2-(ethoxymethylene)-3-oxo-butanoate C(C)O\C=C(\C(=O)O)/C(C)=O.C(C1=CC=CC=C1)SC=1C=C(C=C(C1)F)NC(=O)[C@@H]1O[C@]([C@H]([C@H]1C1=C(C(=C(C=C1)F)F)OC)C)(C(F)(F)F)C